trans-indole N1C=CC2=CC=CC=C12